BrC1=C(C=C(C(=C1C(C)C)F)COC)C(C)C 2-bromo-4-fluoro-5-(methoxymethyl)-1,3-bis(prop-2-yl)benzene